N-(quinolin-8-yl)acrylamide N1=CC=CC2=CC=CC(=C12)NC(C=C)=O